NC1=NOC(C1)(C)C 3-amino-5,5-dimethyl-4,5-dihydroisoxazole